BrC1=CC(=C(C=C1)NC(C=CC1=CC=CC=C1)=O)C=O N-(4-bromo-2-formylphenyl)-3-phenylacrylamide